C(C=C)(=O)OCCC[Si](O[Si](C)(C)C)(O[Si](C)(C)C)C (gamma-acryloxypropyl)methyldi(trimethylsiloxy)silane